N[C@@H](C(=O)O)C(CC)C (R)-amino-3-methylpentanoic acid